cycloocta-5-en C1CCCC=CCC1